S-(4-(3-((3-((tert-butoxycarbonyl) amino) propyl) amino)-3-oxopropyl) benzyl) thioacetate C(C)(=O)SCC1=CC=C(C=C1)CCC(=O)NCCCNC(=O)OC(C)(C)C